1,3-dimethyl-5-(trifluoromethyl)-1H-pyrazole-4-sulfonyl chloride CN1N=C(C(=C1C(F)(F)F)S(=O)(=O)Cl)C